C(C)(C)(C)C(C(C#N)(C)N=NC(C#N)(C)C)C(C)(C)C di-t-butyl-azodiisobutyronitrile